titanium tris-salicylate C(C=1C(O)=CC=CC1)(=O)[O-].C(C=1C(O)=CC=CC1)(=O)[O-].C(C=1C(O)=CC=CC1)(=O)[O-].[Ti+3]